Benzoic Acid 3-Hydroxypropylester OCCCOC(C1=CC=CC=C1)=O